CN1N=C(C=C1CN([C@@H]1CN(CCC1)C=1C=NC=CC1)CC1=CN(C2=CC=CC=C2C1=O)C)C 3-({[(1,3-dimethyl-1H-pyrazol-5-yl)methyl][(3S)-1-(pyridin-3-yl)piperidin-3-yl]amino}methyl)-1-methyl-1,4-dihydroquinolin-4-one